FC=1C=C2C(=C(/C(/C2=CC1)=C/C1=CC=C(C=C1)CCC1=CC=C(C=C1)F)C)CC(=O)O (Z)-2-(5-fluoro-1-(4-(4-fluorophenethyl)benzylidene)-2-methyl-1H-inden-3-yl)acetic acid